4-(benzyloxy)-2,3-dichloropyridine C(C1=CC=CC=C1)OC1=C(C(=NC=C1)Cl)Cl